N-(2-(4,4-difluoro-1-piperidinyl)-6-methyl-4-pyrimidinyl)-3-pyridinecarboxamide FC1(CCN(CC1)C1=NC(=CC(=N1)NC(=O)C=1C=NC=CC1)C)F